methyl 9-acetoxy-8-(bicyclo[3.1.0]hexan-1-yl)-6,7-dihydro-5H-benzo[7]annulene-3-carboxylate C(C)(=O)OC1=C(CCCC2=C1C=CC(=C2)C(=O)OC)C21CCCC1C2